ClC1=NC=C(C(=N1)OCC1=CC=C(C=C1)C=1N(C=C(N1)C(F)(F)F)C)C(F)(F)F 2-chloro-4-((4-(1-methyl-4-(trifluoromethyl)-1H-imidazol-2-yl)benzyl)oxy)-5-(trifluoromethyl)pyrimidine